2-chloro-5-[1-(difluoromethyl)pyrazol-4-yl]-4-[(3S)-3-(fluoromethyl)-1-piperidyl]pyridine ClC1=NC=C(C(=C1)N1C[C@H](CCC1)CF)C=1C=NN(C1)C(F)F